C(C)(C)(C)N(C(C)=N)C(C)(C)C N,N-Di-t-butylacetamidine